FC1=C(C=CC=C1)CN1N=C(N=C1)C(=O)N[C@@H]1C(N(C=2N(CC1)N=C(C2)CCN2CC(C2)OC)C)=O 1-[(2-Fluorophenyl)methyl]-N-[(6S)-2-[2-(3-methoxyazetidin-1-yl)ethyl]-4-methyl-5-oxo-7,8-dihydro-6H-pyrazolo[1,5-a][1,3]diazepin-6-yl]-1,2,4-triazol-3-carboxamid